9-(4-methyl-1,4-diazacycloheptan-1-yl)pyrido[2,3-b]phenazine-5,12-dione CN1CCN(CCC1)C1=CC=C2N=C3C(C4=C(C(C3=NC2=C1)=O)N=CC=C4)=O